C1(=C2N(C=N1)CCC2)C(C(=O)OCC)N2C(C1=CC(=CC(=C1C2)F)I)=O ethyl 2-(6,7-dihydro-5H-pyrrolo[1,2-c]imidazol-1-yl)-2-(4-fluoro-6-iodo-1-oxoisoindolin-2-yl)acetate